FC1=C(C=C(C=C1)S(=O)(=O)N1CC(OCC1)C1=C(SC2=C1C=CC=C2)C(=O)NCCO)C [4-(4-fluoro-3-methyl-phenyl)sulfonyl-morpholin-2-yl]-N-(2-hydroxyethyl)benzothiophene-2-carboxamide